4,4'-dipentyloxyazoxybenzene N7,2'-O-dimethyl-guanosine-5'-triphosphate P([O-])(=O)(OP(=O)(O)OP(=O)(O)O)OC[C@@H]1[C@H]([C@H]([C@@H](O1)N1C=[N+](C=2C(=O)NC(N)=NC12)C)OC)O.C(CCCC)OC1=CC=C(C=C1)[N+]([O-])=NC1=CC=C(C=C1)OCCCCC